(5R)-1-(azetidin-3-yl)-5-methyl-5,7-dihydro-4H-pyrazolo[3,4-c]pyridine-6-carboxylic acid tert-butyl ester C(C)(C)(C)OC(=O)N1CC2=C(C[C@H]1C)C=NN2C2CNC2